(6-(3,5-dimethylisoxazol-4-yl)quinazolin-4-yl)piperidine-4-carboxylic acid CC1=NOC(=C1C=1C=C2C(=NC=NC2=CC1)N1CCC(CC1)C(=O)O)C